C1(CC1)S(=O)(=N)C1=CC=CO1 5-(cyclopropylsulfonimidoyl)furan